3-((isopropyl(methyl)(oxo)-λ6-sulfaneylidene)amino)-N-((S)-1-(1-(pyrimidin-2-yl)-1H-1,2,4-triazol-5-yl)ethyl)-5-(trifluoromethyl)benzamide C(C)(C)S(=O)(C)=NC=1C=C(C(=O)N[C@@H](C)C2=NC=NN2C2=NC=CC=N2)C=C(C1)C(F)(F)F